CN([C@@H](CC(NC(C1=CC=CC=C1)(C1=CC=CC=C1)C1=CC=CC=C1)=O)C(=O)O)C(=O)OCC1C2=CC=CC=C2C2=CC=CC=C12 Nα-methyl-Nα-Fmoc-Nγ-trityl-asparagine